NCCCNC(CC(=O)NCC1C2C(C(CC1)C2)(C)C)=O N-(3-aminopropyl)-N'-(6,6-dimethylbicyclo[3.1.1]heptan-2-ylmethyl)malonic acid diamide